tert-butyl 5-[[1-(4-aminophenyl)-4-piperidyl]methyl]-3,4-dihydro-1H-isoquinoline-2-carboxylate NC1=CC=C(C=C1)N1CCC(CC1)CC1=C2CCN(CC2=CC=C1)C(=O)OC(C)(C)C